N-({5-(3-isoxazolyl)-6-[(1,3-thiazol-4-yl)methoxy]-2-indolyl}methyl)1-methylcyclopropanecarboxamide O1N=C(C=C1)C=1C=C2C=C(NC2=CC1OCC=1N=CSC1)CNC(=O)C1(CC1)C